4-((2-(thiophen-2-yl)phenoxy)methyl)-1H-imidazole S1C(=CC=C1)C1=C(OCC=2N=CNC2)C=CC=C1